C1(CCC1)[C@@H](C)NC(=O)[C@@H]1CN(CC[C@H]1NC(=O)C1=CC(=NO1)C1=C(C=C(C=C1)F)F)CC1CC1 (3R,4R)-1-cyclopropylmethyl-4-{[3-(2,4-difluoro-phenyl)-isoxazole-5-carbonyl]-amino}-piperidine-3-carboxylic acid ((R)-1-cyclobutyl-ethyl)-amide